CC1N(CCC1)CCN 2-(2-methylpyrrolidin-1-yl)ethan-1-amine